8,2'-diisopentenyl-quercetin tert-butyl-(3R)-3-[5-chloro-6-(2-cyano-3,6-difluoro-anilino)-4-oxo-quinazolin-3-yl]-1-oxa-8-azaspiro[4.5]decane-8-carboxylate C(C)(C)(C)C1OC2(C[C@H]1N1C=NC3=CC=C(C(=C3C1=O)Cl)NC1=C(C(=CC=C1F)F)C#N)CCN(CC2)C(=O)O.C(CC(=C)C)C2=C(C=C(C=1C(C(=C(OC21)C2=C(C(O)=C(O)C=C2)CCC(=C)C)O)=O)O)O